6-[(2R)-2-amino-2-cyclopropylethyl]-N-[(furan-2-yl)methyl]-7-methylthieno[3,2-c]pyridazin-4-amine N[C@H](CC1=C(C=2N=NC=C(C2S1)NCC=1OC=CC1)C)C1CC1